CC1(OB(OC1(C)C)C1=C(OC(C1)C(F)(F)F)C(=O)[O-])C 3-(4,4,5,5-tetramethyl-1,3,2-dioxaborolan-2-yl)-5-(trifluoromethyl)-4,5-dihydrofuran-2-carboxylate